1,10-di(piperazin-1-yl)decane N1(CCNCC1)CCCCCCCCCCN1CCNCC1